COC([C@H](N=C(C1=CC=CC=C1)C1=CC=CC=C1)CC1=CC(=CC=C1)OCCOC)=O N-(diphenylmethylene)-3-(2-methoxyethoxy)-D-phenylalanine methyl ester